N(=[N+]=[N-])[C@@H]1CN(C[C@H]1OC([2H])([2H])C1=CC=C(C=C1)C(F)(F)F)C(=O)OC(C)(C)C tert-butyl (3R,4R)-3-azido-4-((4-(trifluoromethyl)phenyl)methoxy-d2)pyrrolidine-1-carboxylate